N-(1-naphthyl)maleimide C1(=CC=CC2=CC=CC=C12)N1C(C=CC1=O)=O